5-(((1r,4r)-4-((tert-butyldimethylsilyl)oxy)cyclohexyl)oxy)-4-(2-((2,6-dimethylpyrimidin-4-yl)amino)pyrazolo[1,5-a]pyridin-5-yl)pyridin-2-ol [Si](C)(C)(C(C)(C)C)OC1CCC(CC1)OC=1C(=CC(=NC1)O)C1=CC=2N(C=C1)N=C(C2)NC2=NC(=NC(=C2)C)C